4-[2-(cyclopropylamino)-8-methyl-7-oxo-pyrido[2,3-d]pyrimidin-6-yl]-8-methyl-2,3-dihydroquinoxaline-1-carboxylic acid tert-butyl ester C(C)(C)(C)OC(=O)N1CCN(C2=CC=CC(=C12)C)C1=CC2=C(N=C(N=C2)NC2CC2)N(C1=O)C